(6-((tert-butoxycarbonyl)amino)spiro[3.3]heptan-2-yl)methyl methanesulfonate CS(=O)(=O)OCC1CC2(C1)CC(C2)NC(=O)OC(C)(C)C